N1=C(C=CC=C1)C(C=C)=O 1-(pyridin-2-yl)prop-2-en-1-one